N-(3-amino-2,4-difluorobenzyl)-6'-fluoro-1'-methyl-4'-oxo-3',4'-dihydro-1'h-spiro[piperidine-4,2'-quinoline]-1-carboxamide NC=1C(=C(CNC(=O)N2CCC3(N(C4=CC=C(C=C4C(C3)=O)F)C)CC2)C=CC1F)F